azulenium chromium(0) [Cr].[CH2+]1=CC=C2C=CC=CC=C12